5-(4-hydroxyphenyl)-10,15,20-tri(4-chlorophenyl)porphyrin vanadium [V].OC1=CC=C(C=C1)C=1C2=CC=C(N2)C(=C2C=CC(C(=C3C=CC(=C(C=4C=CC1N4)C4=CC=C(C=C4)Cl)N3)C3=CC=C(C=C3)Cl)=N2)C2=CC=C(C=C2)Cl